9-(4-amino-5-(4-cyclopropoxyphenyl)-7-methyl-7H-pyrrolo[2,3-d]pyrimidin-6-yl)-3-azaspiro[5.5]undec-8-ene-3-carboxylic acid tert-butyl ester C(C)(C)(C)OC(=O)N1CCC2(CC1)CC=C(CC2)C2=C(C1=C(N=CN=C1N)N2C)C2=CC=C(C=C2)OC2CC2